(4-((2-(1H-pyrazol-4-yl)ethyl)amino)-5-fluoro-6-methylpyrimidin-2-yl)(2-(3-fluorophenyl)pyrrolidin-1-yl)methanone N1N=CC(=C1)CCNC1=NC(=NC(=C1F)C)C(=O)N1C(CCC1)C1=CC(=CC=C1)F